C1CC12CCC(CC2)C2=NC=C1NC(NC1=N2)=O (spiro[2.5]octan-6-yl)-7,9-dihydro-8H-purin-8-one